NC=1SC(=CN1)C(=O)NC1=C(C=C(C(=C1)C(NC1=NN=C(N1)C1CC1)=O)F)C 2-Amino-N-[5-[(5-cyclopropyl-4H-1,2,4-triazol-3-yl)carbamoyl]-4-fluoro-2-methylphenyl]-1,3-thiazole-5-carboxamide